NC1=C2C(=NC=N1)N(N=C2C2=CC=C(C=C2)OC2=CC=CC=C2)C2CCN(CC2)C(CCCCCCSC2=C1C(N(C(C1=C(C=C2)F)=O)C2C(NC(CC2)=O)=O)=O)=O 4-((7-(4-(4-amino-3-(4-phenoxyphenyl)-1H-pyrazolo[3,4-d]pyrimidin-1-yl)piperidin-1-yl)-7-oxoheptyl)thio)-2-(2,6-dioxopiperidin-3-yl)-7-fluoroisoindoline-1,3-dione